CC1CC(C1)(C1=NN=CN1C)C=1C=C(C=CC1)C1=CN=C2N(C1=O)C=C(C=C2C(F)(F)F)C(C)NC2(COC2)C cis-3-[3-[3-methyl-1-(4-methyl-1,2,4-triazol-3-yl)cyclobutyl]phenyl]-7-[1-[(3-methyloxetane-3-yl)amino]ethyl]-9-(trifluoromethyl)pyrido[1,2-a]pyrimidin-4-one